3-((4-bromo-2-ethyl-3-hydroxy-1,1-dioxido-2,3-dihydrobenzo[d]isothiazol-5-yl)oxy)-5-fluorobenzonitrile BrC1=C(C=CC2=C1C(N(S2(=O)=O)CC)O)OC=2C=C(C#N)C=C(C2)F